N-methyl-1,1-dioxo-N-{(1S)-2,2,2-trifluoro-1-[3-fluoro-4-({7-[(1S)-1-methoxyethyl]-2-methyl[1,3]thiazolo[5,4-b]pyridin-6-yl}amino)phenyl]ethyl}-1λ6-thiane-4-carboxamide CN(C(=O)C1CCS(CC1)(=O)=O)[C@H](C(F)(F)F)C1=CC(=C(C=C1)NC=1C(=C2C(=NC1)SC(=N2)C)[C@H](C)OC)F